C(C)(C)(C)C1=CN=C(S1)C=1C2=C(N(N1)C1=NC=CN=C1)C1CCC(C2)O1 3-(5-(tert-butyl)thiazol-2-yl)-1-(pyrazin-2-yl)-1,4,5,6,7,8-hexahydro-5,8-epoxycyclohepta[c]pyrazole